1-propanoyl-lysergic acid diethylamide C(C)N(C(=O)[C@H]1CN(C)[C@@H]2CC3=CN(C4=CC=CC(C2=C1)=C34)C(CC)=O)CC